COCC(SC1=NN=CN1C)C=1C=C(C=CC1)NC(=O)C1=NC(=CC=C1)C(F)(F)F N-[3-[2-methoxy-1-[(4-methyl-1,2,4-triazol-3-yl)sulfanyl]ethyl]phenyl]-6-(trifluoromethyl)pyridine-2-carboxamide